N[C@@H]1CC[C@H](CC1)C1(NC=C(C(=N1)NC1=C(C(=CC=C1)C=1OC=NN1)OC)Cl)N 2-(trans-4-aminocyclohexyl)-5-chloro-N4-(2-methoxy-3-(1,3,4-oxadiazol-2-yl)phenyl)pyrimidine-2,4-diamine